CCC#C But-3-yn